6-bromo-2-(2,2,2-trifluoroethyl)-1,2,4-triazine-3,5(2H,4H)-dione BrC=1C(NC(N(N1)CC(F)(F)F)=O)=O